5-(5-(difluoromethyl)-1-methyl-1H-pyrazol-3-yl)-3-(1-(2-fluoro-6-methylphenyl)cyclopropyl)-1,2,4-oxadiazole FC(C1=CC(=NN1C)C1=NC(=NO1)C1(CC1)C1=C(C=CC=C1C)F)F